4-(2,2-difluoro-benzo[1,3]dioxol-4-yl)pyrrole-3-carbonitrile FC1(OC2=C(O1)C=CC=C2C=2C(=CNC2)C#N)F